8-amino-N-[4-(cyclohexylcarbamoyl)phenyl]-4,4-dimethyl-4,5-dihydro-1H-pyrazolo[4,3-H]quinazoline-3-carboxamide NC1=NC=2C3=C(C(CC2C=N1)(C)C)C(=NN3)C(=O)NC3=CC=C(C=C3)C(NC3CCCCC3)=O